5-Cyclopropyl-2-nitro-4,5,6,7-tetrahydropyrazolo[1,5-a]pyrazine C1(CC1)N1CC=2N(CC1)N=C(C2)[N+](=O)[O-]